N-(bis(3-(tributylsilyl)phenyl)phosphaneyl)-N-(1,2,3,4-tetrahydronaphthalen-2-yl)-1,1-bis(4-(tripropylsilyl)phenyl)phosphanamine C(CCC)[Si](C=1C=C(C=CC1)P(N(P(C1=CC=C(C=C1)[Si](CCC)(CCC)CCC)C1=CC=C(C=C1)[Si](CCC)(CCC)CCC)C1CC2=CC=CC=C2CC1)C1=CC(=CC=C1)[Si](CCCC)(CCCC)CCCC)(CCCC)CCCC